Ethyl (E)-3-(4-(tert-butyl)pyrimidin-5-yl)acrylate C(C)(C)(C)C1=NC=NC=C1/C=C/C(=O)OCC